(6-((2-((3-methoxy-6-(1-methyl-1H-pyrazol-4-yl)-5-(4-methylpiperazin-1-yl)pyridin-2-yl)amino)-7H-pyrrolo[2,3-d]pyrimidin-4-yl)amino)quinoxalin-5-yl)dimethylphosphine oxide COC=1C(=NC(=C(C1)N1CCN(CC1)C)C=1C=NN(C1)C)NC=1N=C(C2=C(N1)NC=C2)NC=2C(=C1N=CC=NC1=CC2)P(C)(C)=O